N,N-dimethyl-2-((1-oxo-4-(o-tolyl)-1,2-dihydroisoquinolin-7-yl)oxy)acetamide CN(C(COC1=CC=C2C(=CNC(C2=C1)=O)C1=C(C=CC=C1)C)=O)C